[Cl-].[Cl-].[Cl-].CC1C(=C(C=2C(CCCC12)[Ti+3])C)C 1,2,3-trimethyl-4,5,6,7-tetrahydroindenyl-titanium trichloride